N(=[N+]=[N-])CCOCCOCCOCCOCCOCCOCCOCCOCCOCCOCCOCCNC(CC[C@H](NC(CCCCCCCCCCCCCCCCC(=O)OC(C)(C)C)=O)C(=O)OC(C)(C)C)=O (S)-tert-butyl 1-azido-40-(tert-butoxycarbonyl)-37,42-dioxo-3,6,9,12,15,18,21,24,27,30,33-undecaoxa-36,41-diazanonapentacontan-59-oate